(4-ethoxy-4-oxo-butan-2-yl)-tartrate C(C)OC(CC(C)C(C(=O)[O-])(O)C(O)C(=O)[O-])=O